1-(3,4-difluorophenyl)-3-oxa-1,9-diazaspiro[5.5]undecan-2-one FC=1C=C(C=CC1F)N1C(OCCC12CCNCC2)=O